3-cyclopropyl-5-amino-1,2,4-oxadiazole C1(CC1)C1=NOC(=N1)N